(S)-tert-butyl-(hept-6-en-2-yloxy)diphenylsilane C(C)(C)(C)[Si](C1=CC=CC=C1)(C1=CC=CC=C1)O[C@@H](C)CCCC=C